6-((4-Bromophenoxy)methyl)-2,8-dioxa-5-azaspiro[3.5]nonane BrC1=CC=C(OCC2NC3(COC3)COC2)C=C1